FC(CF)(F)F 1,1,1,2-Tetrafluoroethan